3-(3-fluoro-4-((2-phenylpropan-2-yl)oxy)phenyl)propanoate FC=1C=C(C=CC1OC(C)(C)C1=CC=CC=C1)CCC(=O)[O-]